FC(C(CN)NC1=CC=CC=C1)(F)F 3,3,3-trifluoro-N2-phenylpropane-1,2-diamine